O(C1=CC=CC=C1)C(=O)NC1=CC=C(C=C1)C1=CC=C(C=C1)C(=O)OC(C)(C)C tert-butyl 4'-((phenoxycarbonyl)amino)-[1,1'-biphenyl]-4-carboxylate